N[C@@H]1CC[C@H](CC1)C(=O)OC trans-methyl 4-aminocyclohexane-1-carboxylate